trans-methyl 5-(2-([2,2'-bipyrimidin]-5-yl)cyclopropyl)-2-chlorobenzoate N1=C(N=CC(=C1)[C@H]1[C@@H](C1)C=1C=CC(=C(C(=O)OC)C1)Cl)C1=NC=CC=N1